NC(=CC(=O)OCC)C(F)(F)F ethyl 3-amino-4,4,4-trifluoro-2-butenoate